2-(2,6-dioxo-hexahydropyridin-3-yl)-5-fluoroisoindol-1,3-dione O=C1NC(CCC1N1C(C2=CC=C(C=C2C1=O)F)=O)=O